ClC1=CC=C(C(=O)NNC(=O)C2CCN(CC2)C(=O)OC(C)(C)C)C=C1 tert-butyl 4-(2-(4-chlorobenzoyl)hydrazinecarbonyl)piperidine-1-carboxylate